2,4-Bis(3-methylbut-2-enyl)-5-(2-phenylethenyl)benzene-1,3-diol CC(=CCC1=C(C=C(C(=C1O)CC=C(C)C)C=CC1=CC=CC=C1)O)C